[(3S,5aR,8aS)-decahydrocyclopenta[b][1,4]diazepin-3-yl]methanethiol N1[C@@H]2[C@H](NCC(C1)CS)CCC2